FC(C1=NC(=CC=C1N1CCN(CC1)C(=O)OC(C)(C)C)C(NC)=O)F tert-butyl 4-[2-(difluoromethyl)-6-(methylcarbamoyl)pyridin-3-yl]piperazine-1-carboxylate